tert-butyl N-[(1R)-1-[2-(difluoromethoxy)pyridin-4-yl]-2-hydroxyethyl]carbamate FC(OC1=NC=CC(=C1)[C@H](CO)NC(OC(C)(C)C)=O)F